L-2-deuteroalanine isopropyl ester C(C)(C)OC([C@@](N)(C)[2H])=O